lithium-aluminum-cobalt [Co].[Al].[Li]